COC1=CC=C(C=C1)C=1NC(=C(C1)C(=O)NCCN1CCN(CC1)C)C1=CC=C(C=C1)[N+](=O)[O-] (4-methoxyphenyl)-N-(2-(4-methylpiperazin-1-yl)ethyl)-5-(4-nitrophenyl)Azole-4-carboxamide